dichlorobis(cyclopentadienyl)zirconium Cl[Zr](C1C=CC=C1)(C1C=CC=C1)Cl